ClC1=C(C=C(C=C1)N1C[C@]2(C3=NC(=CC=C31)C(=O)N3C(CN(CC3)C3=NC(=C(C(=O)O)C(=C3)C)C)(C)C)C[C@@H](CC2)OC)F 6-(4-((1r,3r)-1'-(4-chloro-3-fluorophenyl)-3-methoxy-1',2'-dihydrospiro[cyclopentane-1,3'-pyrrolo[3,2-b]pyridine]-5'-carbonyl)-3,3-dimethylpiperazin-1-yl)-2,4-dimethylnicotinic acid